4-Cyano-4-{[2-(2-methoxy-ethylcarbamoyl)-3-methyl-6-pyridin-4-yl-imidazo[1,2-a]pyrazin-8-ylamino]-methyl}-piperidine-1-carboxylic acid tert-butyl ester C(C)(C)(C)OC(=O)N1CCC(CC1)(CNC=1C=2N(C=C(N1)C1=CC=NC=C1)C(=C(N2)C(NCCOC)=O)C)C#N